CNC1=NC(=NC=C1C(F)(F)F)NC1=C2C=NN(C2=C(C=C1)C1CCN(CC1)C)C N4-methyl-N2-(1-methyl-7-(1-methylpiperidin-4-yl)-1H-indazol-4-yl)-5-(trifluoromethyl)pyrimidine-2,4-diamine